4-(3,5-dimethoxy-4-((4-(piperidin-4-yloxy)piperidin-1-yl)methyl)phenyl)-2-hexyl-2,7-naphthyridin-1(2H)-one COC=1C=C(C=C(C1CN1CCC(CC1)OC1CCNCC1)OC)C1=CN(C(C2=CN=CC=C12)=O)CCCCCC